1-(4-bromophenyl)-3-methoxybenzene BrC1=CC=C(C=C1)C1=CC(=CC=C1)OC